(3-fluorophenyl)-1-(3,4,5-trimethoxyphenyl)pyrrolo[1,2-a]pyrazine FC=1C=C(C=CC1)C=1N=C(C=2N(C1)C=CC2)C2=CC(=C(C(=C2)OC)OC)OC